2-(3-acetamido-2,6-dichlorophenyl)-N-carbamimidoylacetamide C(C)(=O)NC=1C(=C(C(=CC1)Cl)CC(=O)NC(N)=N)Cl